C[Si](CC[Si](O)(C)C)(O)C 1,2-bis(dimethylhydroxysilyl)ethane